The molecule is urea in which one of the hydrogens is substituted by a 3-chloromercury-2-methoxyprop-1-yl group. It was formerly used as a diuretic, but more potent and less toxic drugs are now available. Its radiolabelled ((197)Hg, (203)Hg) forms were used in diagnostic aids in renal imaging and brain scans. It has a role as a diuretic and a diagnostic agent. It is an organomercury compound and a member of ureas. COC(CNC(=O)N)C[Hg]Cl